C(C)N1CCC(CC1)(F)C1=NC2=C(C=C(C=C2C(N1)=O)C=1C=CC=2N(C1)C=C(N2)C)F 2-(1-ethyl-4-fluoropiperidin-4-yl)-8-fluoro-6-(2-methylimidazo[1,2-a]pyridin-6-yl)quinazolin-4(3H)-one